5-Bromo-3,4-difluoropyridin-2-amine BrC=1C(=C(C(=NC1)N)F)F